COC1=CC=CC=2C=3N(C(=NC12)N)N=C(N3)[C@H]3CN(CCC3)CC3(COC3)C (R)-7-methoxy-2-(1-((3-methyloxetan-3-yl)methyl)piperidin-3-yl)-[1,2,4]triazolo[1,5-c]quinazolin-5-amine